1,3-bisacryloyloxypropane C(C=C)(=O)OCCCOC(C=C)=O